tert-butyl 7,8-dihydro-4H-[1,2,3]triazolo[1,5-a][1,4]diazepine-5(6H)-carboxylate N1=NC=C2N1CCCN(C2)C(=O)OC(C)(C)C